(S)-5-(2-((tert-butyldimethylsilyl)oxy)-1-(5-chloropyridin-2-yl)ethoxy)-1,3,4-thiadiazol [Si](C)(C)(C(C)(C)C)OC[C@@H](OC1=NN=CS1)C1=NC=C(C=C1)Cl